4-(3-Cyanophenyl)-5-methyl-N-(3-(2-(piperidin-1-yl)propyl)-1,2,4-thiadiazol-5-yl)furan-2-carboxamide C(#N)C=1C=C(C=CC1)C=1C=C(OC1C)C(=O)NC1=NC(=NS1)CC(C)N1CCCCC1